NC1=CC=C(C=2C(C3=CC=CC=C3C(C12)=O)=O)C1=CC=CC=2C(C3=C(C=CC=C3C(C12)=O)N)=O 4,5'-diamino-(1,1')bianthracene-9,10,9',10'-tetraone